N(=[N+]=[N-])[C@](C)(CC)C1=CN=C(C2=CN=C(C=C12)Cl)O[C@@H](CC(C)(C)S(=O)(C)=N)C ((R)-4-((4-((R)-2-Azidobutan-2-yl)-6-chloro-2,7-naphthyridin-1-yl)oxy)-2-methylpentan-2-yl)(imino)(methyl)-λ6-sulfanone